C(=O)(O)CCC[N+](C)(C)C (carboxypropyl)trimethylammonium